2-amino-N-methyl-5-phenylpent-4-enamide NC(C(=O)NC)CC=CC1=CC=CC=C1